1,3-diisopropyl-1,3-propanediol di(4-n-butylbenzoate) C(CCC)C1=CC=C(C(=O)OC(CC(OC(C2=CC=C(C=C2)CCCC)=O)C(C)C)C(C)C)C=C1